2-(2-hydroxyethoxy)ethyl-1-yl-ammonium OCCOCC=[NH2+]